ClC1=NC2=CC(=C(C=C2C(=N1)N(C)C1=CC(=CC=C1)I)F)Cl 2,7-dichloro-6-fluoro-N-(3-iodophenyl)-N-methylquinazolin-4-amine